NC=1SC=2C(N1)=C(C=C(C2)C2=NNC(CC2C)=O)C#N 2-amino-6-(4-methyl-6-oxo-1,4,5,6-tetrahydropyridazin-3-yl)benzo[d]thiazole-4-carbonitrile